CC1=CN=C2N1CCC(C2)COC2=NC=CC(=C2)CNC=2C=1C=CN=C(C1C=CC2)N N5-[[2-[(3-methyl-5,6,7,8-tetrahydroimidazo[1,2-a]pyridin-7-yl)methoxy]-4-pyridinyl]methyl]isoquinoline-1,5-diamine